vinyl-(2,2-dimethyl-1,3-dioxole) C(=C)C=1OC(OC1)(C)C